N2-succinyl-L-ornithine C(CCC(=O)O)(=O)N[C@@H](CCCN)C(=O)O